Cl.CC=1C(=NC=CC1)C1=C(C(=NC=2C=C(CCC12)C1=C(N=CS1)C)N1CC2(CNC2)CC1)C#N 4-(3-methylpyridin-2-yl)-7-(4-methylthiazol-5-yl)-2-(2,6-diazaspiro[3.4]octan-6-yl)-5,6-dihydroquinoline-3-carbonitrile hydrochloride